(2S,3R,4S,5S,6R)-4,5-dihydroxy-2-(2-{[(1S)-1-hydroxy-6-oxocyclohex-2-ene-1-carbonyloxy]methyl}phenoxy)-6-(hydroxymethyl)oxan-3-yl benzoate C(C1=CC=CC=C1)(=O)O[C@H]1[C@@H](O[C@@H]([C@H]([C@@H]1O)O)CO)OC1=C(C=CC=C1)COC(=O)[C@@]1(C=CCCC1=O)O